(3R)-((1-ethyl-1H-1,2,3-triazol-4-yl)methoxy)-2,2-dimethyl-3-(4-methyl-3-(((R)-4-methyl-1,1-dioxido-4,5-dihydropyrido[4,3-f][1,2]thiazepin-2(3H)-yl)methyl)phenyl)propanoic acid C(C)N1N=NC(=C1)CO[C@@H](C(C(=O)O)(C)C)C1=CC(=C(C=C1)C)CN1S(C2=C(C[C@H](C1)C)C=CN=C2)(=O)=O